C(C)(C)(C)OC(=O)N1CC(CC1)C(=O)O (E)-1-(tert-butoxycarbonyl)pyrrolidine-3-carboxylic acid